The molecule is a tetrasaccharide derivative of nerolidol isolated from Eriobotrya japonica, and has been shown to exhibit hypoglycemic activity. It has a role as a metabolite and a hypoglycemic agent. It is a farnesane sesquiterpenoid and a tetrasaccharide derivative. It derives from a nerolidol. C[C@H]1[C@@H]([C@H]([C@H]([C@@H](O1)OC[C@@H]2[C@H]([C@@H]([C@H]([C@@H](O2)OC(C)(CC/C=C(/C)\\CCC=C(C)C)C=C)O[C@H]3[C@@H]([C@@H]([C@H]([C@@H](O3)C)O[C@H]4[C@@H]([C@@H]([C@H]([C@@H](O4)C)O)O)O)O)O)O)O)O)O)O